2-methyl-5-[(2S)-1-methylpyrrolidin-2-yl]pyridine CC1=NC=C(C=C1)[C@H]1N(CCC1)C